6-amino-4-[(2-hydroxy-1-methylethyl)amino]-1-methyl-quinazolin-2-one NC=1C=C2C(=NC(N(C2=CC1)C)=O)NC(CO)C